N-(3-(2-chloro-5-fluorophenyl)-6,6-dioxido-1-oxo-2,3,7,8-tetrahydro-1H-thieno[3,2-e]isoindol-4-yl)-3-fluoro-5-(trifluoromethyl)benzamide ClC1=C(C=C(C=C1)F)C1NC(C=2C3=C(C=C(C12)NC(C1=CC(=CC(=C1)C(F)(F)F)F)=O)S(CC3)(=O)=O)=O